tert-Butyl 1-(6-chloro-5-(2-(4-methoxybenzylamino)-3-methylisonicotinoyl)-pyrazin-2-yl)-4-methylpiperidin-4-ylcarbamate ClC1=C(N=CC(=N1)N1CCC(CC1)(C)NC(OC(C)(C)C)=O)C(C1=C(C(=NC=C1)NCC1=CC=C(C=C1)OC)C)=O